(S)-3-(4-((2-(2-(hydroxymethyl)pyrrolidin-1-yl)pyrrolo[2,1-f][1,2,4]triazin-4-yl)amino)-1H-imidazol-1-yl)-5-methoxy-N,N-dimethylbenzamide OC[C@H]1N(CCC1)C1=NN2C(C(=N1)NC=1N=CN(C1)C=1C=C(C(=O)N(C)C)C=C(C1)OC)=CC=C2